NCCOCCOCCOCCOCC(=O)N[C@H](C(=O)N1[C@@H](C[C@H](C1)O)C(=O)NCC1=CC=C(C=C1)C1=C(N=CS1)C)C(C)(C)C (2S,4R)-1-[(2S)-2-(14-amino-3,6,9,12-tetraoxatetradecanamido)-3,3-dimethylbutanoyl]-4-hydroxy-N-[4-(4-methyl-1,3-thiazol-5-yl)phenyl]methylpyrrolidine-2-carboxamide